C(#N)[C@@H](C[C@@H]1C(NCCC1)=O)NC(=O)[C@@H]1N([C@@H]2CC([C@H]1CC2)(F)F)C([C@H](CC2CC2)NC(C(F)(F)F)=O)=O (1S,3R,4S)-N-[(1R)-1-cyano-2-[(3R)-2-oxo-3-piperidyl]ethyl]-2-[(2S)-3-cyclopropyl-2-[(2,2,2-trifluoroacetyl)amino]propanoyl]-5,5-difluoro-2-azabicyclo[2.2.2]octane-3-carboxamide